2-amino-5-iodobenzylalcohol NC1=C(CO)C=C(C=C1)I